C[Si](O[Si](C)(C)C)O[Si](C)(C)C HeptaMethylTrisiloxane